10,10',10'',10'''-(3'-(1-methyl-1H-benzo[d]imidazol-2-yl)-[1,1'-biphenyl]-2,3,4,5-tetrayl)tetrakis(9,9-dimethyl-9,10-dihydroacridine) CN1C(=NC2=C1C=CC=C2)C=2C=C(C=CC2)C2=C(C(=C(C(=C2)N2C=1C=CC=CC1C(C1=CC=CC=C21)(C)C)N2C=1C=CC=CC1C(C1=CC=CC=C21)(C)C)N2C=1C=CC=CC1C(C1=CC=CC=C21)(C)C)N2C=1C=CC=CC1C(C1=CC=CC=C21)(C)C